[Ni].ClC(CP(C1=CC=CC=C1)C1=CC=CC=C1)(CP(C1=CC=CC=C1)C1=CC=CC=C1)Cl dichloro[1,3-bis(diphenylphosphino)propane] nickel